C1(CC1)C1=NC(=C(C(=N1)NC1=NNC2=CC(=CC=C12)[C@@H]1C[C@@]12C(NC1=CC=C(C=C21)OC)=O)OC)N2CC(C2)O (1r,2s)-2-(3-{[2-cyclopropyl-6-(3-hydroxyazetidin-1-yl)-5-methoxypyrimidin-4-yl]amino}-1H-indazol-6-yl)-5'-methoxy-1'H-spiro[cyclopropan-1,3'-indol]-2'-one